C(C)(C)(C)OC(=O)N[C@@H](C)C(=O)O (tertiary butoxycarbonyl)-L-alanine